N-{4-[(7S)-3-anilino-5-methyl-4-oxo-7-(2,2,2-trifluoroethyl)-4,5,6,7-tetrahydro-1H-pyrrolo[3,2-c]pyridin-2-yl]pyridin-2-yl}-2-(4-fluorophenyl)acetamide N(C1=CC=CC=C1)C1=C(NC2=C1C(N(C[C@@H]2CC(F)(F)F)C)=O)C2=CC(=NC=C2)NC(CC2=CC=C(C=C2)F)=O